diethyl (3'-methyl-4-pentyl-[1,1'-biphenyl]-2,6-diyl) bis(benzylphosphonate) C(C1=CC=CC=C1)P(OCC)(OC1=C(C(=CC(=C1)CCCCC)OP(OCC)(=O)CC1=CC=CC=C1)C1=CC(=CC=C1)C)=O